NC1=C(C=CC=C1)NC(=O)C=1N=CC(=NC1)NCC1=CC=C(CNC(CCC(=O)NC2=NC(N(C=C2)C2OC(C(C2(F)F)O)CO)=O)=O)C=C1 N1-(4-(((5-((2-aminophenyl)carbamoyl)pyrazin-2-yl)amino)methyl)benzyl)-N4-(1-(3,3-difluoro-4-hydroxy-5-(hydroxymethyl)tetrahydrofuran-2-yl)-2-oxo-1,2-dihydropyrimidin-4-yl)succinamide